N-[4-[2-[[4-(dimethyl-amino)cyclohexyl]-amino]-8-isopropyl-7-oxo-pteridin-6-yl]-2,6-difluoro-phenyl]-3,3,3-trifluoro-propane-1-sulfonamide CN(C1CCC(CC1)NC1=NC=2N(C(C(=NC2C=N1)C1=CC(=C(C(=C1)F)NS(=O)(=O)CCC(F)(F)F)F)=O)C(C)C)C